1-(3,4-dichlorophenyl)-2-(2-imino-3-(2-(trifluoromethyl)benzyl)-2,3-dihydro-1H-benzo[d]imidazol-1-yl)ethanone ClC=1C=C(C=CC1Cl)C(CN1C(N(C2=C1C=CC=C2)CC2=C(C=CC=C2)C(F)(F)F)=N)=O